C1CC12OCCN(C2)CCCC (R)-4-(4-oxa-7-azaspiro[2.5]octane-7-yl)butane